trans-decahydroquinolin-7-ol N1CCCC2CCC(CC12)O